1-(6-(1-(2,2-difluoroethyl)-4-(4-fluoro-phenyl)-1H-imidazol-5-yl)imidazo[1,2-b]pyridazin-3-yl)-2,2,2-trifluoroethanol FC(CN1C=NC(=C1C=1C=CC=2N(N1)C(=CN2)C(C(F)(F)F)O)C2=CC=C(C=C2)F)F